3-(4-dodecylbenzoyl)-5,7-dimethoxy-coumarin C(CCCCCCCCCCC)C1=CC=C(C(=O)C=2C(OC3=CC(=CC(=C3C2)OC)OC)=O)C=C1